NC1=CC=C(CCN2C(C(=CC3=C2N=C(N=C3)NC3CC2(CN(C2)C)C3)C3=C(C(=CC(=C3)OC)OC)Cl)=O)C=C1 8-(4-Aminophenethyl)-6-(2-chloro-3,5-dimethoxyphenyl)-2-((2-methyl-2-azaspiro[3.3]heptan-6-yl)amino)pyrido[2,3-d]pyrimidin-7(8H)-one